C(CC)(=O)OCCO propionic acid, 2-hydroxyethyl ester